METHYL (2R)-2-AMINO-3-(4-FORMYL(3-PYRIDYL))PROPANOATE N[C@@H](C(=O)OC)CC=1C=NC=CC1C=O